ClC1=CC(=C(C=C1)C1=CC=C(C=C1)C1CN(C1)C(=O)N1CC(CC1)C(=O)N)S(=O)(=O)C 1-[3-[4-(4-Chloro-2-methylsulfonyl-phenyl)phenyl]azetidine-1-carbonyl]pyrrolidine-3-carboxamide